BrCC1=CC=C(C=C1)C(=O)C1=CC=C(C=C1)OCC#C (4-(bromomethyl)phenyl)(4-(prop-2-yn-1-yloxy)phenyl)methanone